C(C)(=O)N1CCC(CC1)NCC1=CN(C2=CC(=CC=C12)C1=NC=CC(=C1Cl)C=1C(=C(C=CC1)C1=CC=C(C(=N1)OC)CNC1CCN(CC1)C(C)=O)Cl)C 1-(4-(((6-(3-(2-(3-(((1-Acetylpiperidin-4-yl)amino)methyl)-1-methyl-1H-indol-6-yl)-3-chloropyridin-4-yl)-2-chlorophenyl)-2-methoxypyridin-3-yl)methyl)amino)piperidin-1-yl)ethan-1-one